(2S,11aR)-2-(benzyloxy)-7-fluoro-6-(((S)-1-(methoxymethoxy)propan-2-yl)oxy)-8-methyl-2,3,11,11a-tetrahydro-1H,5H-benzo[f]pyrrolo[2,1-c][1,4]oxazepin-5-one C(C1=CC=CC=C1)O[C@H]1C[C@@H]2COC3=C(C(N2C1)=O)C(=C(C(=C3)C)F)O[C@H](COCOC)C